C(#N)C(C(=O)OCC)(C(C(=O)OCC)C(C)C)C(C)C diethyl 2-cyano-2,3-diisopropylsuccinate